CC1(C(NC2=C(O1)C(=NC=N2)N2CC1(C2)CN(CCC1)S(=O)(=O)C=1SC=CC1)=O)C 6,6-Dimethyl-4-(6-(thiophene-2-ylsulfonyl)-2,6-diazaspiro[3.5]nonan-2-yl)-6H-pyrimido[5,4-b][1,4]oxazin-7(8H)-one